methyl-(n-propyl)divinyl-silane C[Si](C=C)(C=C)CCC